N-(ethyl(methyl)(oxo)-λ6-sulfaneylidene)-7-(5-(trifluoromethyl)-1,2,4-oxadiazol-3-yl)imidazo[1,2-a]pyridine-2-carboxamide C(C)S(=NC(=O)C=1N=C2N(C=CC(=C2)C2=NOC(=N2)C(F)(F)F)C1)(=O)C